2-(1-(1-acetylazetidin-3-yl)-1H-pyrazol-4-yl)-1H-pyrrole C(C)(=O)N1CC(C1)N1N=CC(=C1)C=1NC=CC1